FC1=CC=C(C=C1)C(N1CCN(CC1)C(=O)N1N=NC2=C1C=CC(=C2)C#N)C2=CC=C(C=C2)F 1-(4-(bis(4-fluorophenyl)methyl)piperazine-1-carbonyl)-1H-benzo[d][1,2,3]triazole-5-carbonitrile